C(C)(C)C1=NN(C(C=2N1C1=C(C2)C=CS1)=O)CC(=O)O 2-(8-isopropyl-5-oxothieno[3',2':4,5]pyrrolo[1,2-d][1,2,4]triazin-6(5H)-yl)acetic acid